C(=C)C1=CC=C(C=C1)[Si](OC)(OC)OC 1-ethenyl-4-(trimethoxysilyl)benzene